6-(2,8-dimethylimidazo[1,2-b]pyridazin-6-yl)-8-fluoro-2-(1-methylpiperidin-4-yl)quinoline CC=1N=C2N(N=C(C=C2C)C=2C=C3C=CC(=NC3=C(C2)F)C2CCN(CC2)C)C1